(5R)-3-(3,5-dihydrophenyl)-5-methyl-N-[rel-(3R,5R)-5-(methylsulfonylcarbamoyl)tetrahydrofuran-3-yl]-4H-isoxazole-5-carboxyamide C=1(CCCCC1)C1=NO[C@](C1)(CC(=O)N[C@H]1CO[C@H](C1)C(NS(=O)(=O)C)=O)C |o1:15,18|